{6-bromo-7-fluoroimidazo[1,2-a]pyridin-2-yl}pyrrolidine trifluoroacetate FC(C(=O)O)(F)F.BrC=1C(=CC=2N(C1)C=C(N2)N2CCCC2)F